NS1C=CC2=C1N=C(N2)CCOC 4-amino-2-(2-methoxyethyl)-1H-imidazolo[4,5-d]thiophene